O[C@](C)(CCC=1C=NC=CC1)[C@H]1CC[C@H]2[C@@H]3CC=C4C[C@H](CC[C@@]4([C@H]3CC[C@]12C)C)O (3S,8S,9S,10R,13S,14S,17S)-17-((R)-2-hydroxy-4-(pyridin-3-yl)butan-2-yl)-10,13-dimethyl-2,3,4,7,8,9,10,11,12,13,14,15,16,17-tetradecahydro-1H-cyclopenta[a]phenanthren-3-ol